tert-butyl N-(2-bromo-6-fluoro-4-pyridyl)-N-tert-butoxycarbonyl-carbamate BrC1=NC(=CC(=C1)N(C(OC(C)(C)C)=O)C(=O)OC(C)(C)C)F